OC=1C(=NC=CC1NC1=C(C(C1=O)=O)NC(C(C)(C)O)C1(CCCC1)C)C(=O)N(C)C 3-hydroxy-4-((2-((2-hydroxy-2-methyl-1-(1-methylcyclopentyl)propyl)amino)-3,4-dioxocyclobut-1-en-1-yl)amino)-N,N-dimethylpicolinamide